C(O[C@H]1[C@@H](O[C@]([C@H]1OCC1=CC=CC=C1)(CF)COCC1=CC=CC=C1)N1C(N=C(C=C1)NC(C1=CC=CC=C1)=O)=O)(OC1=CC=CC=C1)=S O-((2R,3R,4S,5R)-2-(4-benzamido-2-oxopyrimidin-1(2H)-yl)-4-(benzyloxy)-5-((benzyloxy)methyl)-5-(fluoromethyl)tetrahydrofuran-3-yl) O-phenyl carbonothioate